(+/-)-cis-N-tert-butyloxycarbonyl-1,3-cyclohexanediamine C(C)(C)(C)OC(=O)N[C@@H]1C[C@@H](CCC1)N |r|